C1(CC1)N1CCN(CC1)C1CCN(CC1)C1=C(C=C(C(=C1)OC)NC1=NC=NC(=C1)N1OCC[C@@H]1C1=CC(=CC=C1)C(F)(F)F)NC(C=C)=O N-(2-(4-(4-cyclopropylpiperazine-1-yl)piperidine-1-yl)-4-methoxy-5-((6-((R)-3-(3-(trifluoromethyl)phenyl)isoxazolidine-2-yl)pyrimidine-4-yl)amino)phenyl)acrylamide